2-(6-(6-propyl-2-((6-(4-methylpiperazin-1-yl)pyridin-3-yl)amino)-7H-pyrrolo[2,3-d]pyrimidin-7-yl)pyridin-2-yl)propan-2-ol C(CC)C1=CC2=C(N=C(N=C2)NC=2C=NC(=CC2)N2CCN(CC2)C)N1C1=CC=CC(=N1)C(C)(C)O